C(#N)C=1C(=C(C(=NC1)C(=O)NC=1C=C2C(=NNC2=CC1)\C=C\1/COCC1)C)C (Z)-5-cyano-N-(3-((dihydrofuran-3(2H)-ylidene)methyl)-1H-indazol-5-yl)-3,4-dimethylpicolinamide